ClC1=C(C=C(C=C1)C=1N=NN(C1)[C@H](C(=O)N1[C@@H](C[C@H](C1)O)C(=O)NC)C(C)(C)C)OC (2S,4r)-1-[(2S)-2-[4-(4-chloro-3-methoxy-phenyl)triazol-1-yl]-3,3-dimethyl-butyryl]-4-hydroxy-N-methyl-pyrrolidine-2-carboxamide